N-(3-fluoro-4-{[7-(methylcarbamoyl)-6-(2-morpholinoethoxy)quinolin-4-yl]oxy}phenyl)-5-(4-fluorophenyl)-6-oxo-2,3,5,6-tetrahydrofuro[3,2-c]pyridine-7-carboxamide FC=1C=C(C=CC1OC1=CC=NC2=CC(=C(C=C12)OCCN1CCOCC1)C(NC)=O)NC(=O)C1=C2C(=CN(C1=O)C1=CC=C(C=C1)F)CCO2